1-(2-fluoro-6-methyl-benzoyl)piperidine-3-carboxylic acid FC1=C(C(=O)N2CC(CCC2)C(=O)O)C(=CC=C1)C